CCCCC/C=C\\C[C@@H](/C=C/C=C\\C/C=C\\CCCC(=O)NCCCC(=O)O)OO The molecule is an N-acyl-amino acid resulting from the formal condensation of the amino group of gamma-aminobutyric acid with the carboxy group of (12S)-hydroperoxy-(5Z,8Z,10E,14Z)-icosatetraenoic acid. It has a role as a mammalian metabolite. It is a fatty amide, a lipid hydroperoxide and a N-acyl-gamma-aminobutyric acid. It derives from a 12(S)-HPETE. It is a conjugate acid of a N-[(12S)-hydroperoxy-(5Z,8Z,10E,14Z)-icosatetraenoyl]-gamma-aminobutanoate.